OCCOC=1C=C2C=CC(=CC2=CC1)C1(C2=CC=CC=C2C=2C=CC=CC12)C1=CC2=CC=C(C=C2C=C1)OCCO 9,9-bis[6-(2-hydroxyethoxy)naphthalene-2-yl]fluorene